C(C)(C)N1N=CC=C1O 1-isopropyl-1H-pyrazol-5-ol